BrC1=C(C(=CC(=C1)C)C)N1CCCN(S1(=O)=O)CC(=O)NC1C2CC3(CC(CC1C3)C2)C(=O)N 4-(2-(6-(2-bromo-4,6-dimethylphenyl)-1,1-dioxido-1,2,6-thiadiazinan-2-yl)acetamido)adamantane-1-carboxamide